C1=CC=CC=2C3=CC=CC=C3C(=CC12)C1=CC=C(C=C1)N (4-phenanthrene-9-yl-phenyl)-amine